OB1OCC2=C1C(=C(C=C2)C(=O)N[C@@H](C(C)C)C(=O)OCC2=CC=C(C=C2)F)C 4-Fluorobenzyl (1-hydroxy-7-methyl-1,3-dihydrobenzo[c][1,2]oxaborole-6-carbonyl)-L-valinate